(R)-1-(3-fluoro-4-(4,4,5,5-tetramethyl-1,3,2-dioxaborolan-2-yl)phenyl)-2-methylpyrrolidine FC=1C=C(C=CC1B1OC(C(O1)(C)C)(C)C)N1[C@@H](CCC1)C